N-(6-(4-(3-(4-fluoro-3-(trifluoromethyl)phenyl)ureido)phenoxy)pyrimidin-4-yl)cyclopropanecarboxamide FC1=C(C=C(C=C1)NC(NC1=CC=C(OC2=CC(=NC=N2)NC(=O)C2CC2)C=C1)=O)C(F)(F)F